C(C)(C)(C)OC(C([C@H](O)[C@@]1(OC(OC1)(C)C)C#C[Si](C(C)C)(C(C)C)C(C)C)([2H])[2H])=O (3S)-2,2-dideutero-3-[(4R)-2,2-dimethyl-4-(2-triisopropylsilylethynyl)-1,3-dioxolan-4-yl]-3-hydroxy-propionic acid tert-butyl ester